C(CC)OC(C(C)C1=CC=C(OC2=NC=CC=C2C(=O)O)C=C1)=O 2-[4-(2-propoxy-1-methyl-2-oxoethyl)phenoxy]-3-pyridinecarboxylic acid